ethyl 6-(4-chlorophenyl)-2-(1-methyl-1H-pyrazol-4-yl)-3-oxo-2,3,4,5-tetrahydropyridazine-4-carboxylate ClC1=CC=C(C=C1)C=1CC(C(N(N1)C=1C=NN(C1)C)=O)C(=O)OCC